N-({4-[7-cyano-4-(4-hydroxycyclohexyl)-1H-indazol-6-yl]phenyl}methyl)-5-fluoro-2-methoxybenzamide C(#N)C=1C(=CC(=C2C=NNC12)C1CCC(CC1)O)C1=CC=C(C=C1)CNC(C1=C(C=CC(=C1)F)OC)=O